[2H]C(N(CCCCCCCCCCCCCC)CCCCCCCCCCCCCC)(CC1=CNC2=CC=CC=C12)[2H] dideutero-N,N-bis(tridecylmethyl)tryptamine